(R)-1-((1-(1H-1,2,4-triazole-1-carbonyl)piperidin-2-yl)methyl)-5-amino-3-(4-((5-fluoro-2-methoxybenzamido)methyl)phenyl)-1H-pyrazole-4-carboxamide N1(N=CN=C1)C(=O)N1[C@H](CCCC1)CN1N=C(C(=C1N)C(=O)N)C1=CC=C(C=C1)CNC(C1=C(C=CC(=C1)F)OC)=O